C(C)(C)(C)OC(=O)N1C=CC2=C(C(=CC(=C12)C)OC)O[C@@H]1[C@H](CN(CC1)C(=O)OC(C)(C)C)C1=CC=C(C=C1)C(=O)OC |r| (±)-rel-(3S,4S)-4-((1-(tert-butoxycarbonyl)-3-(4-(methoxycarbonyl)phenyl)piperidin-4-yl)oxy)-5-methoxy-7-methyl-1H-indole-1-carboxylic acid tert-butyl ester